3-(3-oxo-3,4-dihydro-2H-benzo[b][1,4]oxazin-8-yl)isonicotinic acid O=C1NC2=C(OC1)C(=CC=C2)C2=C(C(=O)O)C=CN=C2